tert-butyl (2R)-2-[[4-(2-chlorophenyl)-7-quinolyl]oxy]propanoate ClC1=C(C=CC=C1)C1=CC=NC2=CC(=CC=C12)O[C@@H](C(=O)OC(C)(C)C)C